N=1N(N=C2C1C=CC=C2)C2=C(C(=CC(=C2)C(C)(C2=CC=CC=C2)C)C(C)(C)C2=CC=CC=C2)O 2-(2H-benzotriazol-2-yl)-4,6-di(1-methyl-1-phenylethyl)phenol